BrC/1=CC(=NN(\C1=N/S(=O)(=O)C1=CC=C(C=C1)C)CC(=O)N)Cl 2-[(6Z)-5-bromo-3-chloro-6-[(4-methylbenzenesulfonyl)imino]pyridazin-1-yl]acetamide